C1(CCCCCCC1)NC(=O)C=1NC=C(C1)C1=C(C=NC=C1)F N-cyclooctyl-4-(3-fluoropyridin-4-yl)-1H-pyrrole-2-carboxamide